CN1C(=NC=C1C1=CC=CC=C1)C=1C=C2CN(C(C2=CC1)=O)C1C(NC(CC1)=O)=O 3-(5-(1-Methyl-5-phenyl-1H-imidazol-2-yl)-1-oxoisoindolin-2-yl)piperidine-2,6-dione